CCCC1=CC=NN1 propylpyrazole